N1(CCC1)C=1N(C=2C(=NC=C(C2)C=2C=CN3N=CC=C(C32)OC)N1)CC1=CC(=NC=C1)F 2-(azetidin-1-yl)-1-((2-fluoropyridin-4-yl)methyl)-6-(4-methoxypyrrolo[1,2-b]pyridazin-5-yl)-1H-imidazo[4,5-b]pyridine